4-(((tert-butyldimethylsilyl)oxy)methyl)-5-methoxypyridine-2-ol [Si](C)(C)(C(C)(C)C)OCC1=CC(=NC=C1OC)O